2,3-diaminobenzoic acid methyl ester COC(C1=C(C(=CC=C1)N)N)=O